CN(C(OC(C)(C)C)=O)[C@@H]1CN(CC1)CC1=CC(=CC(=C1)NS(=O)(=O)C1=CC(=CC=C1)OC1=CC=CC=C1)N1C=NC(=C1)C tert-butyl (S)-methyl(1-(3-(4-methyl-1H-imidazol-1-yl)-5-((3-phenoxyphenyl) sulfonamido)benzyl)pyrrolidin-3-yl)carbamate